[C].O1NC(CC=C1)=O oxazinone carbon